C(C=C)(=O)N1[C@@H](CN(CC1)C1=NC=CN=C1NC1=CC=C(C=C1)C(F)(F)F)CC#N (R)-2-(1-acryloyl-4-(3-((4-(trifluoromethyl)phenyl)amino)pyrazin-2-yl)piperazin-2-yl)acetonitrile